N[C@H]1[C@@H]2N(C[C@H]1CC2)C(=O)C2=CC1=C(N(C(=N1)C=1N(C3=CC(=CC=C3C1)C=1C=NN(C1)CCC(=O)N)CC1CC1)C)C(=C2)OC 3-[4-(2-{5-[(1R,4R,7R)-7-amino-2-azabicyclo[2.2.1]heptane-2-carbonyl]-7-methoxy-1-methyl-1H-1,3-benzodiazol-2-yl}-1-(cyclopropylmethyl)-1H-indol-6-yl)-1H-pyrazol-1-yl]propanamide